3-methyl-N-(7-methyl-[1,2,4]triazolo[1,5-a]pyridin-6-yl)-1-(tetrahydro-2H-pyran-4-yl)-1H-pyrazolo[3,4-d]pyrimidin-6-amine CC1=NN(C2=NC(=NC=C21)NC=2C(=CC=1N(C2)N=CN1)C)C1CCOCC1